2-(diheptylcarbamoyl)cyclohexane-1-carboxylic acid C(CCCCCC)N(C(=O)C1C(CCCC1)C(=O)O)CCCCCCC